2-amino-3-ethyl-2-pentanol NC(C)(C(CC)CC)O